C(C)OC1=CC=C(C=C1)/C=C/C(=O)N(C1CSCC1)C1=NC=CC=C1 (E)-3-(4-ethoxyphenyl)-N-(2-pyridyl)-N-tetrahydro-thiophen-3-yl-prop-2-enamide